[Na].COC1=NC=CC(=C1)C=1C(=C2CCCC2=CC1)NC(=O)NS(=O)(=O)C1=NN(C(=C1)C(=O)N(C)C)C 3-(N-((5-(2-methoxypyridin-4-yl)-2,3-dihydro-1H-inden-4-yl)carbamoyl)sulfamoyl)-N,N,1-trimethyl-1H-pyrazole-5-carboxamide sodium salt